CN(CCCOC(C1=C(C=CC=C1)N)=O)C 3-dimethylaminopropyl-2-aminobenzoate